4-chloro-3,5-difluoro-2-[(piperazin-1-yl)carbonyl]-1H-indole ClC1=C2C(=C(NC2=CC=C1F)C(=O)N1CCNCC1)F